C(#N)C=1C=C(C=CC1C(=O)OC)C1N(CCN(C1)CCC(F)(F)F)CC1=C2C=CN(C2=C(C=C1OC)C)C(=O)OC(C)(C)C tert-butyl 4-((2-(3-cyano-4-(methoxycarbonyl)phenyl)-4-(3,3,3-trifluoropropyl)piperazin-1-yl)methyl)-5-methoxy-7-methylindole-1-carboxylate